6-{[3-methyl-5-(trifluoromethoxy)phenyl]amino}-1-{6-[(piperidin-4-yl)amino]pyridin-2-yl}-2-(prop-2-en-1-yl)-1H,2H,3H-pyrazolo[3,4-d]pyrimidin-3-one CC=1C=C(C=C(C1)OC(F)(F)F)NC1=NC=C2C(=N1)N(N(C2=O)CC=C)C2=NC(=CC=C2)NC2CCNCC2